N-(propan-2-yl)-5,6-dihydro-4H-[1,2,4]triazolo[4,3-a][1]benzazepin-5-amine CC(C)NC1CC=2N(C3=C(C1)C=CC=C3)C=NN2